CC1(CC1)NC(O[C@H]1CO[C@H](C1)C1=NN(C(=C1)NC=1C=2N(C=CN1)N=C(C2)C=COC)C(C)(C)C)=O (3R,5R)-5-(1-(tert-butyl)-5-((2-(methoxyvinyl)pyrazolo[1,5-a]pyrazin-4-yl)amino)-1H-pyrazol-3-yl)tetrahydrofuran-3-yl (1-methylcyclopropyl)carbamate